3-[2-(2-pyridazin-3-ylethylidene)hydrazino]propanenitrile N1=NC(=CC=C1)CC=NNCCC#N